NC1=CC(=C(C=C1)C)C=1C(=NC=C(C1)C=1C=NN(C1)C1CCOCC1)N 3-(4-amino-2-tolyl)-5-(1-(tetrahydro-2H-pyran-4-yl)-1H-pyrazol-4-yl)pyridin-2-amine